CC=1C=C(C(=O)N[C@H]2CCC3=CC(=CC=C23)C=2N=NN(N2)C)C=CN1 (S)-2-methyl-N-(5-(2-methyl-2H-tetrazol-5-yl)-2,3-dihydro-1H-inden-1-yl)isonicotinamide